1,8-diazabicyclo-(5.4.0)-undec-ene N12C=CCCCC2NCCC1